4-[3-(4,4,5,5-tetramethyl-1,3,2-dioxaborolan-2-yl)pyrazolo[1,5-a]pyridin-6-yl]pyrazole CC1(OB(OC1(C)C)C=1C=NN2C1C=CC(=C2)C=2C=NNC2)C